4-(5-(2-(2-(3-carboxypropanoyl)-6-methoxythieno[3,2-b]pyridin-5-yl)ethoxy)-6-methoxythieno[3,2-b]pyridin-2-yl)-4-oxobutanoic acid C(=O)(O)CCC(=O)C1=CC2=NC(=C(C=C2S1)OC)CCOC1=C(C=C2C(=N1)C=C(S2)C(CCC(=O)O)=O)OC